C1(CC1)C=1C=C(C=CC1)C1=NC(=NC=C1F)N[C@@H]1CC[C@H](CC1)N trans-N1-(4-(3-cyclopropylphenyl)-5-fluoropyrimidin-2-yl)cyclohexane-1,4-diamine